C1(C(CC(C(C1)C(=O)Cl)C(=O)Cl)C(=O)Cl)C(=O)Cl 1,2,4,5-cyclohexanetetracarbonyl chloride